Sulfostyrol S(=O)(=O)(O)C=CC1=CC=CC=C1